6-(2-(5-Chloro-2-fluorophenyl)-5,6-dihydro-4H-pyrrolo[1,2-b]pyrazol-3-yl)benzo[d]thiazole ClC=1C=CC(=C(C1)C=1C(=C2N(N1)CCC2)C2=CC1=C(N=CS1)C=C2)F